C(CCCCCCCCCCCC)CO[Si](OC)(OC)CCC tridecanyl-propyl-trimethoxysilane